2-hydroxypropyl methacrylate (2-hydroxypropyl methacrylate) OC(CC=C(C(=O)O)C)C.C(C(=C)C)(=O)OCC(C)O